O=C1NN=C(C=C1C(=O)N)C=1C=NC(=CC1)C(F)(F)F 3-oxo-6-[6-(trifluoromethyl)pyridin-3-yl]-2,3-dihydropyridazine-4-carboxamide